Tert-butyl (3E)-3-(1-cyanoethylidene)pyrrolidine-1-carboxylate C(#N)\C(\C)=C/1\CN(CC1)C(=O)OC(C)(C)C